Pyrazine-2-carboxylic acid {3-[3-(6-methyl-pyridin-3-yl)-[1,2,4]oxadiazol-5-yl]-adamantan-1-yl}-amide CC1=CC=C(C=N1)C1=NOC(=N1)C12CC3(CC(CC(C1)C3)C2)NC(=O)C2=NC=CN=C2